(S)-5-((4-((2-hydroxy-1-phenylethyl)amino)-5-(5-(2-hydroxypropan-2-yl)-1,3,4-oxadiazol-2-yl)pyrimidin-2-yl)amino)-3,3-dimethylbenzo[c][1,2]oxaborol-1(3H)-ol OC[C@H](C1=CC=CC=C1)NC1=NC(=NC=C1C=1OC(=NN1)C(C)(C)O)NC1=CC2=C(B(OC2(C)C)O)C=C1